(3R,4R)-1-cyclohexyl-4-{[5-(2,4-difluoro-phenyl)-isoxazole-3-carbonyl]-amino}-piperidine-3-carboxylic acid (2-hydroxy-ethyl)-methyl-amide OCCN(C(=O)[C@@H]1CN(CC[C@H]1NC(=O)C1=NOC(=C1)C1=C(C=C(C=C1)F)F)C1CCCCC1)C